4-((2-(6-(4-methylpiperazin-1-carbonyl)naphth-2-yl)ethyl)amino)cinnolin-6-carbonitrile CN1CCN(CC1)C(=O)C=1C=C2C=CC(=CC2=CC1)CCNC1=CN=NC2=CC=C(C=C12)C#N